O=C1NCC(N1)=O 2,4-dioxoimidazolidine